CC1=NN(C=C1CN1CC2(C1)CNC2)CC(F)(F)F 2-[[3-methyl-1-(2,2,2-trifluoroethyl)pyrazol-4-yl]methyl]-2,6-diazaspiro[3.3]heptane